cyclopenta[1,2-c]quinolin-7-one C1=CC=C2C=NC3=CC(C=CC3=C21)=O